C1(=CC=CC=C1)NC1COC(OC1)=O 5-(phenylamino)-1,3-dioxan-2-one